3-methoxy-1H-indazole-6-carboxylic acid COC1=NNC2=CC(=CC=C12)C(=O)O